1-((tetrahydro-2H-pyran-4-yl)methyl)pyrrolidin-2-one O1CCC(CC1)CN1C(CCC1)=O